2-(3-chloro-2-pyridinyl)-N-(1,6-dibromo-3-carbamoyl-2-naphthyl)-5-(trifluoromethyl)pyrazole-3-carboxamide ClC=1C(=NC=CC1)N1N=C(C=C1C(=O)NC1=C(C2=CC=C(C=C2C=C1C(N)=O)Br)Br)C(F)(F)F